didodecyl 3,3-thiodipropionate CCCCCCCCCCCCOC(=O)CCSCCC(=O)OCCCCCCCCCCCC